C[C@H]1[C@H]([C@H]([C@@H]([C@@H](O1)O[C@@H]2[C@H]([C@H]([C@H](O[C@H]2O[C@@H]3[C@H]([C@H](O[C@@H]([C@@H]3O)CO)O[C@@H]4[C@H]([C@H](O[C@@H]([C@@H]4O)CO)OP(=O)([O-])OP(=O)([O-])OC/C=C(/C)\\CC/C=C(/C)\\CC/C=C(/C)\\CC/C=C(/C)\\CC/C=C(/C)\\CC/C=C(/C)\\CC/C=C(/C)\\CC/C=C(/C)\\CC/C=C(\\C)/CC/C=C(\\C)/CCC=C(C)C)NC(=O)C)NC(=O)C)CO)O)O)O)O)O The molecule is an organophosphate oxoanion arising from deprotonation of both free diphosphate OH groups of alpha-L-Fuc-(1->2)-beta-D-Gal-(1->3)-alpha-D-GalNAc-(1->3)-alpha-D-GalNAc-diphospho-ditrans,octacis-undecaprenol. It is a conjugate base of an alpha-L-Fuc-(1->2)-beta-D-Gal-(1->3)-alpha-D-GalNAc-(1->3)-alpha-D-GalNAc-diphospho-ditrans,octacis-undecaprenol.